FC1=C(C=CC(=C1)F)C1=NC=C2N1C=CN=C2N2C[C@H]1NC3=CC=CC(NC4=CC=NC(CCCN(C([C@@H]2C1)=O)C)=C4)=N3 (3S,6S)-5-[3-(2,4-difluorophenyl)imidazo[1,5-a]pyrazin-8-yl]-8-methyl-2,5,8,13,17,22-hexazatetracyclo[16.3.1.13,6.112,16]tetracosa-1(21),12(23),13,15,18(22),19-hexaen-7-one